exo-N-[(1R)-1-cyclohexyl-2-hydroxyethyl]-1,1a,2,7b-tetrahydrocyclopropa[c][1]benzopyran-1-carboxamide C1(CCCCC1)[C@H](CO)NC(=O)C1C2COC3=C(C21)C=CC=C3